C(C1=CC=CC=C1)(C1=CC=CC=C1)N(C(=O)Cl)C benzhydryl-(methyl)carbamoyl chloride